3-(6-bromo-dibenzofuran-4-yl)-9-phenyl-9H-carbazole BrC1=CC=CC=2C3=C(OC21)C(=CC=C3)C=3C=CC=2N(C1=CC=CC=C1C2C3)C3=CC=CC=C3